ClC1=C(C=CC=C1)C1=C(C=CC(=C1)N(C)C)S(=O)(=O)N1CCC(CC1)(C(=O)N[C@H](C)\C=C/S(=O)(=O)C)F (R,Z)-1-((2'-chloro-5-(dimethylamino)-[1,1'-biphenyl]-2-yl)sulfonyl)-4-fluoro-N-(4-(methylsulfonyl)but-3-en-2-yl)piperidine-4-carboxamide